3-(5-((2,3-difluoro-6-methoxyphenyl)methoxy)-2-fluoro-4-hydroxyphenyl)-2,4-dioxo-1H-thieno[3,4-d]pyrimidine-5-carboxylic acid FC1=C(C(=CC=C1F)OC)COC=1C(=CC(=C(C1)N1C(NC=2C(C1=O)=C(SC2)C(=O)O)=O)F)O